BrC1=C(C=O)C=CC=C1F 2-bromo-3-fluorobenzaldehyde